5-t-butyl-resorcinol C(C)(C)(C)C=1C=C(C=C(O)C1)O